Cl.NC12CC3(C[C@@H](C[C@H](C1)C3)C2)NC(=O)NC(C)(C)C 1-((1s,3r,5R,7S)-3-aminoadamantan-1-yl)-3-(tert-butyl)urea hydrochloride